N,N'-Diacetylhydrazin C(C)(=O)NNC(C)=O